O1[C@H](COCC1)CN1N=C2C3=C(CC(C2=C1)(C)C)OC(=C3C(F)(F)F)C(=O)NC[C@H]3OCCC3 2-{[(2S)-1,4-dioxan-2-yl]methyl}-4,4-dimethyl-N-{[(2S)-oxolane-2-yl]methyl}-8-(trifluoromethyl)-4,5-dihydro-2H-furo[2,3-g]indazole-7-carboxamide